FC(C1=CC=C(CC2=NCCC3=CC=CC=C23)C=C1)(F)F 4-(trifluoromethyl)benzyl-3,4-dihydroisoquinolin